[Cu].[Fe].[Pt] platinum-iron copper